FC(S(=O)(=O)OC1=CC=C2C=NNC2=C1[N+](=O)[O-])(F)F 7-NITRO-1H-INDAZOL-6-YL TRIFLUORO-METHANESULFONATE